ethoxy-N,N-dimethylpropionamide C(C)OC(C(=O)N(C)C)C